BrC1=CC=C(C=C1)[C@H](CN(C)C)NC(OC(C)(C)C)=O tert-butyl [(1R)-1-(4-bromophenyl)-2-(dimethylamino)ethyl]carbamate